N1(CCOCC1)C=1C=C(C=CC1)[C@@H](CC)NC(C=CC1=CC=CC=C1)=O |r| (±)-N-[1-(3-Morpholin-4-yl-phenyl)-propyl]-3-phenyl-acrylamide